N-methyl-N-(3-oxo-4-(trifluoromethyl)-3,5,6,7-tetrahydro-2H-cyclopenta[c]pyridazin-7-yl)-3-(piperidin-4-yl)propanamide CN(C(CCC1CCNCC1)=O)C1CCC=2C1=NNC(C2C(F)(F)F)=O